7-chloro-1-cyclopropyl-6-fluoro-4-oxo-1,4-dihydroquinoline-3-carboxylic acid 2-methoxyethyl ester COCCOC(=O)C1=CN(C2=CC(=C(C=C2C1=O)F)Cl)C1CC1